tris[4,4'-bis(tert-butyl)-2,2'-bipyridine] ruthenium (II) hexafluorophosphate F[P-](F)(F)(F)(F)F.[Ru+2].C(C)(C)(C)C1=CC(=NC=C1)C1=NC=CC(=C1)C(C)(C)C.C(C)(C)(C)C1=CC(=NC=C1)C1=NC=CC(=C1)C(C)(C)C.C(C)(C)(C)C1=CC(=NC=C1)C1=NC=CC(=C1)C(C)(C)C.F[P-](F)(F)(F)(F)F